C1(=CC=CC=C1)C=1SC(=CC1)C1=CC=CC=C1 2,5-diphenyl-thiophene